C1(CC1)C1=CC(=C(C(=O)NC2=CC(=C(C=C2)F)C(C)C2OC2)C=C1C(F)(F)F)OC1=C(C=C(C=C1)F)C 4-cyclopropyl-2-(4-fluoro-2-methylphenoxy)-N-(4-fluoro-3-(1-(oxiran-2-yl)ethyl)phenyl)-5-(trifluoromethyl)benzamide